[N+](=O)([O-])C1=CC=C(C=C1)N1C2=CC=CC=C2OC=2C=CC=CC12 10-(4-Nitrophenyl)-10H-phenoxazine